5-[(E)-2-(4,4-difluorocyclohexyl)vinyl]-6-methoxy-pyridin-3-amine FC1(CCC(CC1)/C=C/C=1C=C(C=NC1OC)N)F